2-((6-chloro-5-(2'-hydroxy-[1,1'-biphenyl]-4-yl)-1H-indazol-3-yl)-thio)acetic acid ClC1=C(C=C2C(=NNC2=C1)SCC(=O)O)C1=CC=C(C=C1)C1=C(C=CC=C1)O